[O-2].[Cs+].[Ag+] SILVER CESIUM OXIDE